C(=O)(O)CCCCCN1C(C=C(C2=CC3=C(C=C12)OC1=C(C(CC(C1=C3)(C)C)=O)S(=O)(=O)[O-])C)(C)C 1-(5-carboxypentyl)-2,2,4,7,7-pentamethyl-9-oxo-8H-chromeno[3,2-g]quinoline-10-sulfonate